C(C)OC(=O)C=1C=C(N(N1)C1OCCCC1)B(O)O 5-(ethoxycarbonyl)-2-(oxan-2-yl)pyrazol-3-ylboronic acid